BrC=1C=CC=2N(C3=CC=CC=C3C2C1)C(=O)OC(C)(C)C tert-Butyl 3-bromo-9H-carbazole-9-carboxylate